C(C)(C)(C)OC(=O)N1CCC(CC1)N1C(C(=NC(=C1)Cl)N1C(COCC1)C)=O 4-(5-chloro-3-(3-methylmorpholino)-2-oxopyrazin-1(2H)-yl)piperidine-1-carboxylic acid tert-butyl ester